ClCOCC=C 3-(chloromethoxy)prop-1-ene